methyl (2-bromo-4-(prop-1-yn-1-yl)-6-methoxyphenyl)acetate BrC1=C(C(=CC(=C1)C#CC)OC)CC(=O)OC